BrCCCN(C)C 3-bromo-N,N-dimethylpropylamine